[2-(4-{[(3R)-1-methylpiperidin-3-yl]amino}pyrido[3,4-d]pyridazin-1-yl)-5-(trifluoromethyl)phenyl]methanolate CN1C[C@@H](CCC1)NC=1N=NC(=C2C1C=NC=C2)C2=C(C=C(C=C2)C(F)(F)F)C[O-]